tricyclo[6.1.1.02,7]Decane C12C3CCCCC3C(C1)C2